1-amino-2-(1-(tert-butoxycarbonyl)piperidin-2-yl)-4-(4-((5-chloropyridin-2-yl)carbamoyl)phenyl)-1H-imidazole-5-carboxylic acid NN1C(=NC(=C1C(=O)O)C1=CC=C(C=C1)C(NC1=NC=C(C=C1)Cl)=O)C1N(CCCC1)C(=O)OC(C)(C)C